N-(N,N-dimethyl-2-aminocyclohepta[b]benzofur-9-yl)2-propyloxazole-4-carboxamide CN(C1=CC=C2C(=C3C(O2)=CC=CC(=C3)NC(=O)C=3N=C(OC3)CCC)C1)C